4-methyl-N-(4-((4-methylpiperazin-1-yl)methyl)-3-(trifluoromethyl)phenyl)-3-((4-(pyridin-3-yl)pyrimidin-2-yl)amino)benzamide CC1=C(C=C(C(=O)NC2=CC(=C(C=C2)CN2CCN(CC2)C)C(F)(F)F)C=C1)NC1=NC=CC(=N1)C=1C=NC=CC1